N1=C(C=CC=C1)N(C1=CC=CC=C1)Cl pyridylchloroaniline